C1(CC1)C1(SCCS1)C=1N=C2N(N1)C(CC2F)C2=C(C=CC=C2)F 2-(2-cyclopropyl-1,3-dithiolan-2-yl)-7-fluoro-5-(2-fluorophenyl)-6,7-dihydro-5H-pyrrolo[1,2-b][1,2,4]triazole